FC(CCC=1C(=NC(=NC1)O)O)(F)F 5-(3,3,3-trifluoropropyl)pyrimidine-2,4-diol